Cl.FC(C1=CC=C(OC2=CC=C3CCNCC3=C2)C=C1)(F)F 7-(4-(Trifluoromethyl)phenoxy)-1,2,3,4-tetrahydroisoquinoline hydrochloride